C(C)N1C(CCC1)CCS(=O)(=O)NC(NC1=C2CCCC2=CC=2CCCC12)=O 2-(1-ethylpyrrolidin-2-yl)-N-((1,2,3,5,6,7-hexahydro-S-indacen-4-yl)carbamoyl)-ethanesulfonamide